C(C)OC(=O)C=1N=NN(C1OC1=CN(C(C(=C1)Br)=O)C)CC1=CC=C(C=C1)OC 5-((5-bromo-1-methyl-6-oxo-1,6-dihydropyridin-3-yl)oxy)-1-(4-methoxybenzyl)-1H-1,2,3-triazole-4-carboxylic acid ethyl ester